1-butyl-3-methylimidazole iodonium nitrate salt [N+](=O)([O-])[O-].[IH2+].C(CCC)N1CN(C=C1)C